FC(C1=CC=C(CC=2C3=C(N=CN2)NC(=C3)C3=CC=C(C=C3)CO)C=C1)(F)F (4-(4-(4-(Trifluoromethyl)benzyl)-7H-pyrrolo[2,3-d]pyrimidin-6-yl)phenyl)methanol